(S)-2-methyl-N-(6-(5-methylisoxazol-3-yl)-2,3-dihydrobenzofuran-3-yl)isonicotinamide CC=1C=C(C(=O)N[C@@H]2COC3=C2C=CC(=C3)C3=NOC(=C3)C)C=CN1